N-phenyl-N-(p-tolyl)glycine C1(=CC=CC=C1)N(CC(=O)O)C1=CC=C(C=C1)C